2-ethynyl-N-methyl-N-(4-nitrophenyl)thiazole-4-carboxamide C(#C)C=1SC=C(N1)C(=O)N(C1=CC=C(C=C1)[N+](=O)[O-])C